N6-furyladenine O1C(=CC=C1)NC1=C2NC=NC2=NC=N1